2,2-bis(((3-hydroxybutanoyl)oxy)methyl)propane-1,3-diyl bis(3-hydroxybutanoate) OC(CC(=O)OCC(COC(CC(C)O)=O)(COC(CC(C)O)=O)COC(CC(C)O)=O)C